hydroquinone bis(trifluoromethanesulfonate) FC(S(=O)(=O)O)(F)F.FC(S(=O)(=O)O)(F)F.C1(O)=CC=C(O)C=C1